CC=1C(=NC=CC1)[C@@H](C)O |r| (rac)-1-(3-methylpyridin-2-yl)ethan-1-ol